4-(piperidin-4-yl)pyridin-2-ol N1CCC(CC1)C1=CC(=NC=C1)O